(S)-2-(N-[4-amino-5-[4-[2-(isopropylamino)-2-oxo-ethoxy]benzoyl]thiazol-2-yl]-4-fluoro-anilino)propanamide NC=1N=C(SC1C(C1=CC=C(C=C1)OCC(=O)NC(C)C)=O)N(C1=CC=C(C=C1)F)[C@H](C(=O)N)C